monomethyl r-terephthalate C(C1=CC=C(C(=O)[O-])C=C1)(=O)OC